CC1([C@@H]2CCC=3C4=CC[C@H]([C@@H](CCC=C(C)C)C)[C@]4(CCC3[C@]2(CCC1)C)C)C 4,4-dimethyl-5a-cholesta-8,14,24-trien